IC1=CNC2=NC=C(C=C21)C 3-Iodo-5-methyl-1H-pyrrolo[2,3-b]pyridine